ClC=1C=C(CN2C(=NC=3C2=NC(=CN3)C=3C2=C(C(N(C3)C)=O)NC=C2)C)C=CC1 4-(1-(3-chlorobenzyl)-2-methyl-1H-imidazo[4,5-b]pyrazin-6-yl)-6-methyl-1H-pyrrolo[2,3-c]pyridin-7(6H)-one